C(CC)O z-propanol